FC(OC1=NC(=CC=C1)C#C[Si](C)(C)C)(F)F 2-(trifluoromethoxy)-6-[2-(trimethylsilyl)ethynyl]pyridine